C(#N)C1C2C=CC(C1)C2 2-cyanobicyclo[2.2.1]Hept-5-ene